NC1=NC=CC2=C1N=CN2C=2C=C(SC2)C(=O)N 4-(4-amino-1H-imidazo[4,5-c]pyridin-1-yl)thiophene-2-carboxamide